C(CCC)C(C)(CO)O 2-butyl-2,3-propanediol